potassium perfluoro(2,5,8,11-tetramethyl-3,6,9,12-tetraoxapentadecanoate) FC(C(=O)[O-])(OC(C(OC(C(OC(C(OC(C(C(F)(F)F)(F)F)(F)F)(C(F)(F)F)F)(F)F)(C(F)(F)F)F)(F)F)(C(F)(F)F)F)(F)F)C(F)(F)F.[K+]